C=1(C=CCC1)CC(=O)OCC ethyl 2-(cyclopentene-2-en-1-yl)acetate